1,4-dihydro-1,8-naphthyridine N1C=CCC2=CC=CN=C12